N-(2,4-difluorobenzyl)-N-(1-phenethylpiperidin-4-yl)-2-furamide FC1=C(CN(C(=O)C=2OC=CC2)C2CCN(CC2)CCC2=CC=CC=C2)C=CC(=C1)F